CCCCC(CC)(CO)CO 2-butyl-2-ethylpropaneDiol